C(C)(C)(C)OOC(C)(CC)OOC(C)(C)C 2,2-di(tertbutylperoxy)butane